2-fluoro-N-(4-(7-(methylamino)-9H-carbazol-2-yloxy)phenyl)propanamide FC(C(=O)NC1=CC=C(C=C1)OC1=CC=2NC3=CC(=CC=C3C2C=C1)NC)C